2-[(3R)-1-[2-(2-chlorophenyl)-3-(4-chlorophenyl)-5-[dimethylphosphorylmethyl(methyl)amino]pyrazolo[1,5-a]pyrimidin-7-yl]pyrrolidin-3-yl]acetamide ClC1=C(C=CC=C1)C1=NN2C(N=C(C=C2N2C[C@H](CC2)CC(=O)N)N(C)CP(=O)(C)C)=C1C1=CC=C(C=C1)Cl